C(C)/C(=C/OCCOCCOCCOCCO)/CCCC (Z)-14-ethyl-3,6,9,12-tetraoxaoctadec-13-en-1-ol